tert-Butyl (S)-(9-(3-hydroxy-3-methylbut-1-yn-1-yl)-5-methyl-4-oxo-2,3,4,5-tetrahydropyrido[3,2-b][1,4]oxazepin-3-yl)carbamate OC(C#CC1=CC=NC2=C1OC[C@@H](C(N2C)=O)NC(OC(C)(C)C)=O)(C)C